COC1=C(C(=CC=C1)OC)N1C(=NC=2C1=NC(=CN2)C(S(=O)(=O)N)C=2C=NC=CC2)C2=NC(=CC=C2)OCC (1-(2,6-Dimethoxyphenyl)-2-(6-ethoxypyridin-2-yl)-1H-imidazo[4,5-b]pyrazin-6-yl)-1-(pyridin-3-yl)methanesulfonamide